N[C@H](C(=O)NCC(C)(C)C=1C=C2C=C(NC2=CC1)C(=O)[O-])CC1=CC=C(C=C1)N1C(CN(CC1)C(C)C)=O (S)-5-(2-amino-3-(4-(4-isopropyl-2-oxopiperazin-1-yl) phenyl) propionamido-tert-butyl)-1H-indole-2-carboxylate